OC(=O)C(F)(F)F.N[C@H](C(=O)OCC1CN(C1)C1=NC(=C(C(=C1C#N)CC)C#N)SC(C(=O)N)C1=CC=CC=C1)C(C)C (2S)-(1-(6-((2-amino-2-oxo-1-phenylethyl)thio)-3,5-dicyano-4-ethyl pyridin-2-yl)azetidin-3-yl)methyl 2-amino-3-methylbutanoate TFA salt